ClC1=CC=C(C=N1)CN1C=CC=C2C1=NC(N(C2=O)CC2C(C2)(F)F)=O 8-((6-chloropyridin-3-yl)methyl)-3-((2,2-difluorocyclopropyl)methyl)pyrido[2,3-d]pyrimidine-2,4(3H,8H)-dione